zirconium cobalt iron nickel chromium [Cr].[Ni].[Fe].[Co].[Zr]